FC=1C=C(C=CC1F)C=1C=C2C(=NC1)N(CN2C[C@@H](CC)O)C |r| (R/S)-6-(3,4-difluorophenyl)-1-(2-hydroxybutyl)-3-methyl-imidazo[4,5-b]Pyridine